2,6-dipropyl-1,4-phenylene oxide C(CC)C1=C2C(=CC(=C1)O2)CCC